(1S,2S)-2-((6-(5-((((R)-1-Cyclopentylethoxy)carbonyl)amino)-1-methyl-1H-pyrazol-4-yl)-2-methylpyridin-3-yl)carbamoyl)cyclohexan C1(CCCC1)[C@H](C)OC(=O)NC1=C(C=NN1C)C1=CC=C(C(=N1)C)NC(=O)C1CCCCC1